tantalum monosilicate [Si]([O-])([O-])([O-])[O-].[Ta+4]